BrC1=C(C=C(C(=O)N2CC=3N(CC2)C(N(C3C(=O)NCC3=C(C=C(C=C3)C#N)OC)C3=CC=C(C=C3)OC(C)C)=O)C=C1)Cl 7-(4-bromo-3-chloro-benzoyl)-N-[(4-cyano-2-methoxy-phenyl)methyl]-2-(4-isopropoxyphenyl)-3-oxo-6,8-dihydro-5H-imidazo[1,5-a]pyrazine-1-carboxamide